7-{[4-(4-nitrophenyl)piperazin-1-yl]methyl}-2-phenyl-3,4-dihydro-quinazolin-4-one [N+](=O)([O-])C1=CC=C(C=C1)N1CCN(CC1)CC1=CC=C2C(NC(=NC2=C1)C1=CC=CC=C1)=O